3,4-Dichlorophenyl 2,4,6-tri-O-acetyl-3-deoxy-3-[4-(3,4,5-trifluorophenyl)-1H-1,2,3-triazol-1-yl]-1-thio-α-D-galactopyranoside C(C)(=O)O[C@H]1[C@@H](SC2=CC(=C(C=C2)Cl)Cl)O[C@@H]([C@@H]([C@@H]1N1N=NC(=C1)C1=CC(=C(C(=C1)F)F)F)OC(C)=O)COC(C)=O